tri-n-pentylzirconium monohydroxide [OH-].C(CCCC)[Zr+](CCCCC)CCCCC